tert-butyl (S)-3-(5-(6-(1-(tert-butoxy)-2-ethoxy-2-oxoethyl)-7-(4-chlorophenyl)-5-methylbenzo[d]thiazol-2-yl)-1-methyl-1H-indazol-3-yl)-2,5-dihydro-1H-pyrrole-1-carboxylate C(C)(C)(C)O[C@H](C(=O)OCC)C1=C(C2=C(N=C(S2)C=2C=C3C(=NN(C3=CC2)C)C=2CN(CC2)C(=O)OC(C)(C)C)C=C1C)C1=CC=C(C=C1)Cl